C(C(CN=C=O)(C)C)N=C=O neopentylene diisocyanate